2',6'-dichloro-3-(4-methyl-4H-1,2,4-triazol-3-yl)-[2,4'-bipyridine]-5-carboxamide ClC1=NC(=CC(=C1)C1=NC=C(C=C1C1=NN=CN1C)C(=O)N)Cl